4-benzyl-5-chloro-2-(4-(pyridin-4-yloxy)phenyl)-2,4-dihydro-3H-1,2,4-triazol-3-one C(C1=CC=CC=C1)N1C(N(N=C1Cl)C1=CC=C(C=C1)OC1=CC=NC=C1)=O